N1C=C(C2=CC=CC=C12)CCOC=1SC=2N=C(N=CC2N1)C1=CC(=CC(=C1)F)F (2-(1H-indol-3-yl)ethoxy)-5-(3,5-difluorophenyl)thiazolo[5,4-d]pyrimidine